(R)-N-(1-(4-chlorophenyl)-2,2-difluoroethyl)-5-cyano-N-methylpyridine-3-sulfonamide ClC1=CC=C(C=C1)[C@H](C(F)F)N(S(=O)(=O)C=1C=NC=C(C1)C#N)C